COC1=C(NCC#CC=2C=C(C3=C(C(=CO3)C(C(F)(F)F)O)C2)C(=O)N[C@@H]2[C@H](CNCC2)C)C=CC(=C1)S(=O)(=O)C 5-[3-(2-methoxy-4-methylsulfonyl-anilino)prop-1-ynyl]-N-[(3S,4S)-3-methyl-4-piperidyl]-3-(2,2,2-trifluoro-1-hydroxy-ethyl)benzofuran-7-carboxamide